1-propyl-p-menthane-3,9-diol C(CC)C1(CC(C(CC1)C(CO)C)O)C